alpha-D-altrose O[C@@H]1[C@@H](O)[C@H](O)[C@H](O)[C@H](O1)CO